C(C1=CC=CC=C1)NC(CC1=NC=C(C=C1)Br)=O N-BENZYL-2-(5-BROMO-PYRIDIN-2-YL)-ACETAMIDE